1,3-di-tert-butylimidazol-2-ylidenegold(I) hexafluorophosphate F[P-](F)(F)(F)(F)F.C(C)(C)(C)N1C(N(C=C1)C(C)(C)C)=[Au-]